2-[2'-hydroxy-5'-(2-methacryloxyethyl)phenyl]-2H-benzotriazole OC1=C(C=C(C=C1)CCOC(C(=C)C)=O)N1N=C2C(=N1)C=CC=C2